3-[(3S)-5-oxo-1-phenyl-pyrrolidine-3-carbonyl]-4-phenyl-oxazolidin-2-one O=C1C[C@@H](CN1C1=CC=CC=C1)C(=O)N1C(OCC1C1=CC=CC=C1)=O